NC1=NN=C(S1)CNC1=NC(=NC=2C(=C(C3=C(C12)COC3)C3=CC=C(C=1SC(=C(C13)C#N)NC(OC(C)(C)C)=O)F)Cl)SCC tert-Butyl (4-(1-(((5-amino-1,3,4-thiadiazol-2-yl)methyl)amino)-5-chloro-3-(ethylthio)-7,9-dihydrofuro[3,4-f]quinazolin-6-yl)-3-cyano-7-fluorobenzo[b]thiophen-2-yl)carbamate